FC1C(C=CC(=C1F)C1CCC(CC1)C1CCC(CC1)CCC)(CCC(=O)NC(O)=N)OCCC 2,3-difluoro-1-propoxy-4-(4-(4-propylcyclohexyl)cyclohexyl)benzenepropionyl-isourea